O1COC2=C1C=CC(=C2)CCC(=O)NCC2=C(C=C(C=C2)F)F 3-(benzo[d][1,3]dioxol-5-yl)-N-(2,4-difluorobenzyl)propanamide